[C@H]12CN(C[C@H](CC1)N2)C=2C1=C(N=C(N2)\C=C\C23CCCN3CC(C2)F)C(=C(N=C1)C1=CC(=CC2=CC=C(C(=C12)C#C)F)O)F 4-(4-((1R,5S)-3,8-diazabicyclo[3.2.1]octan-3-yl)-8-fluoro-2-((E)-2-(2-fluorotetrahydro-1H-pyrrolizin-7a(5H)-yl)vinyl)pyrido[4,3-d]pyrimidin-7-yl)-5-ethynyl-6-fluoronaphthalen-2-ol